3-(5-Methyl-1-tetrahydropyran-2-yl-pyrazol-4-yl)quinoxalin-6-ol CC1=C(C=NN1C1OCCCC1)C=1C=NC2=CC=C(C=C2N1)O